NC=1C=2C(C3=NC=CC(=C3OC2C=CC1)C1=CC=C(C=C1)N1CCN(CC1)CC1CCN(CC1)C1=CC(=C2CN(C(C2=C1)=O)C1C(NC(CC1)=O)=O)OC)=O 3-(6-(4-((4-(4-(9-amino-10-oxo-10H-chromeno[3,2-b]pyridin-4-yl)phenyl)piperazin-1-yl)methyl)piperidin-1-yl)-4-methoxy-1-oxoisoindolin-2-yl)piperidine-2,6-dione